(S,E)-2-((1-(4-bromophenyl)ethylidene)amino)tetrahydroimidazo[1,5-a]pyridine-1,3(2H,5H)-dione BrC1=CC=C(C=C1)\C(\C)=N\N1C(N2[C@@H](CCCC2)C1=O)=O